(E)-3-methoxyacrylic acid CO/C=C/C(=O)O